CC=C(C(=O)[O-])CC methyl-ethylacrylate